NC1=NC2=CC(=CC=C2C=C1)CN(C(=O)C=1C=NC=CC1)C1=NN(C=2C1=NC=CC2)C N-[(2-aminoquinolin-7-yl)methyl]-N-{1-methyl-1H-pyrazolo[4,3-b]pyridin-3-yl}pyridine-3-carboxamide